O=[C].[Li] lithium oxocarbon